FC1=CC(=C(C=C1)C1=NC=CC2=C1CN(C2=O)C2=NC=C(C=C2)C(C)(C)O)OCC(F)(F)F 4-[4-fluoro-2-(2,2,2-trifluoroethoxy)phenyl]-2-[5-(2-hydroxypropan-2-yl)pyridin-2-yl]-2,3-dihydro-1H-pyrrolo[3,4-c]pyridin-1-one